3-tert-butyl-1-(6-oxo-5-{[3-(trifluoromethyl)phenyl]methyl}-7,8-dihydro-1,5-naphthyridin-2-yl)urea C(C)(C)(C)NC(NC1=NC=2CCC(N(C2C=C1)CC1=CC(=CC=C1)C(F)(F)F)=O)=O